N1C2C(CC1C(=O)O)CCC2 3,3a,4,5,6,6a-hexahydro-2H-cyclopenta[b]pyrrole-2-carboxylic acid